N1=CN=CC(=C1)CC1=CC=C(CC2=NOC(=C2)C=2C(=NC=CC2)N)C=C1 3-(3-(4-(pyrimidin-5-ylmethyl)benzyl)isoxazol-5-yl)pyridin-2-amine